(8-fluoro-3-(2-hydroxypropan-2-yl)quinolin-6-yl)-2-(((3S,4R)-3-hydroxytetrahydro-2H-pyran-4-yl)amino)pyrimidine-5-carbonitrile FC=1C=C(C=C2C=C(C=NC12)C(C)(C)O)C1=NC(=NC=C1C#N)N[C@H]1[C@@H](COCC1)O